CC1CC2=CC=CC=C2N1NC(=O)C3=CC(=C(C=C3)Cl)S(=O)(=O)N The molecule is a sulfonamide formed by condensation of the carboxylic group of 4-chloro-3-sulfamoylbenzoic acid with the amino group of 2-methyl-2,3-dihydro-1H-indol-1-amine. It has a role as an antihypertensive agent and a diuretic. It is a member of indoles, an organochlorine compound and a sulfonamide. It derives from a benzamide.